3-butyl-7-iodo-8-methoxy-5-phenyl-2,3-dihydro-1,5-benzothiazepin-4(5H)-one C(CCC)C1CSC2=C(N(C1=O)C1=CC=CC=C1)C=C(C(=C2)OC)I